Cl.FC(CCC)(F)C=1C=C2C(=NC1)C(CN2C(CN2[C@H](CN[C@@H](C2)C)CN2C(CCC2)=O)=O)(C)C 1-{[(2R,5R)-1-{2-[6-(1,1-Difluorobutyl)-3,3-dimethyl-1H,2H,3H-pyrrolo[3,2-b]pyridin-1-yl]-2-oxoethyl}-5-methylpiperazin-2-yl]methyl}pyrrolidin-2-one hydrochloride